[N+](=O)([O-])C=1C(=C(C(=O)O)C(=CC1)O)O Nitro-2,6-dihydroxybenzoic acid